NC1=C(C=2C(=NC=C(N2)OS(=O)(=O)C(F)(F)F)N1C1=C(C(=CC=C1C)OC)C)C(N)=O trifluoromethanesulfonic acid R-6-amino-7-carbamoyl-5-(3-methoxy-2,6-dimethylphenyl)-5H-pyrrolo[2,3-b]pyrazin-2-yl ester